OC1=C(C(=CC(=C1C(=O)O)CCCCC)O)C1CCCC(=C1)C 2,6-dihydroxy-5'-methyl-4-pentyl-1',2',3',4'-tetrahydro-[1,1'-biphenyl]-3-carboxylic acid